tert-butyl N-{1-[2-(4-{3-[(3-chloro-2-methoxyphenyl)amino]-4-oxo-1H,5H,6H,7H-pyrrolo[3,2-c]pyridin-2-yl}pyridin-3-yl)ethynyl]cyclopropyl}carbamate ClC=1C(=C(C=CC1)NC1=C(NC2=C1C(NCC2)=O)C2=C(C=NC=C2)C#CC2(CC2)NC(OC(C)(C)C)=O)OC